(2-((1-(1-(bicyclo[1.1.1]pentane-1-carbonyl)piperidin-4-yl)-1H-pyrazol-4-yl)amino)-5-methylpyrimidin-4-yl)benzoic acid C12(CC(C1)C2)C(=O)N2CCC(CC2)N2N=CC(=C2)NC2=NC=C(C(=N2)C2=C(C(=O)O)C=CC=C2)C